C(C)(C)(C)OC(=O)N([C@@H](CC1=CNC=N1)C(=O)O)C(=O)OC(C)(C)C di-t-butoxycarbonyl-L-histidine